FC(C=1C(=NC(N([C@H]2C[C@H](O)[C@@H](CO)O2)C1)=O)N)(F)F deoxy-5-trifluoromethylcytidine